1-((S)-3-((4-((3-chloro-2-fluoro-4-(((S)-tetrahydrofuran-2-yl)methoxy)phenyl)amino)pyrido[3,2-d]pyrimidin-6-yl)oxy)pyrrolidin-1-yl)prop-2-en-1-one ClC=1C(=C(C=CC1OC[C@H]1OCCC1)NC=1C2=C(N=CN1)C=CC(=N2)O[C@@H]2CN(CC2)C(C=C)=O)F